ClC=1C=C(C=NC1)C(N1C(NC(CC1=O)(C)C)=[NH2+])[C@H]1[C@@H](C1)C(N[C@@H]1CC(OC2=CC=CC=C12)(C)C)=O [1-[(5-chloro-3-pyridyl)-[(1R,2R)-2-[[(4R)-2,2-dimethylchroman-4-yl]carbamoyl]cyclopropyl]methyl]-4,4-dimethyl-6-oxo-hexahydropyrimidin-2-ylidene]ammonium